CC1=C2C(C(=CN(C2=NC(=C1)N1CC(C1)NC1=NC=C(C=C1)C)C1=NC=NS1)C(=O)O)=O 5-methyl-7-[3-(5-methylpyridin-2-ylamino)azetidin-1-yl]-4-oxo-1-(1,2,4-thiadiazol-5-yl)-1,4-dihydro-1,8-naphthyridine-3-carboxylic acid